C(C1=CC=CC=C1)OC1=CC=2CC3C(C2C(=C1)B1OC(C(O1)(C)C)(C)C)C3 2-(4-(benzyloxy)-1,1a,6,6a-tetrahydrocyclopropa[a]inden-2-yl)-4,4,5,5-tetramethyl-1,3,2-dioxaborolane